COC(=O)C=1C=NC(=C(C1)Cl)CN1CCN(CC1)C1=CC=NC=C1 5-chloro-6-[[4-(4-pyridinyl)piperazin-1-yl]methyl]pyridine-3-carboxylic acid methyl ester